C1(CCC1)S(=O)(=O)NC=1SC=C(N1)C(C(=O)NC1=CC=C(C=C1)C1=NC(=CN=C1)OCC)(C)C 2-(2-(cyclobutanesulfonamido)thiazol-4-yl)-N-(4-(6-ethoxypyrazin-2-yl)phenyl)-2-methylpropanamide